ClC1=CC=C(CN2C(=C(C3=CC(=CC=C23)OC)C(CC(C)(C)C)=O)CC(C(=O)O)(C)C)C=C1 (1-(4-chlorobenzyl)-3-(3,3-dimethylbutyryl)-5-methoxy-1H-indol-2-yl)-2,2-dimethylpropanoic acid